FC1=C2C(NC(=NC2=CC(=C1)OCC1CCOCC1)CSC1CCNCC1)=O 5-fluoro-7-(oxan-4-ylmethoxy)-2-[(piperidin-4-ylsulfanyl)methyl]-3H-quinazolin-4-one